6,8-difluoro-2-phenylquinoline FC=1C=C2C=CC(=NC2=C(C1)F)C1=CC=CC=C1